CC(C)(C)N=C=NC N-tert-butyl-N'-methylcarbodiimide